NC1=CC2=CN(N=C2C=C1C1=CSC=C1)CCOCC(=O)N 2-(2-(5-amino-6-(thiophene-3-yl)-2H-indazol-2-yl)ethoxy)acetamide